(R)-3-((2-chloro-5-((1-(2,2,2-trifluoroethyl)-1H-pyrazol-4-yl)ethynyl)pyridin-4-yl)amino)-2-fluoropropan-1-ol ClC1=NC=C(C(=C1)NC[C@H](CO)F)C#CC=1C=NN(C1)CC(F)(F)F